FC1(OCC2=C(O1)C=CC=C2C2(CC2)C(=O)NC2=CC=C(C(=N2)C=2C=C(C(=O)O)C=CC2)C)F 3-{6-{[1-(2,2-difluoro-1,3-benzodioxan-5-yl)cyclopropanecarbonyl]amino}-3-methylpyridin-2-yl}benzoic acid